[N+](=O)([O-])C1=C(C=CC=C1)C(CO)O 1-(2-nitrophenyl)ethane-1,2-diol